N[C@H](C(=O)O)C(C)C1=NNC2=CC=C(C=C12)F (S)-2-amino-3-(5-fluoro-1H-indazol-3-yl)butyric acid